6-methyl-5-(1-morpholinoisobutoxy)indolizine-7-carboxamide CC1=C(N2C=CC=C2C=C1C(=O)N)OC(C(C)C)N1CCOCC1